4-[(dimethylamino)methyl]-1-[(4R)-2-(1,6-dimethylpyrazolo[3,4-b]pyridin-4-yl)-4-methyl-3,4-dihydro-1H-isoquinolin-6-yl]piperidin-4-ol CN(C)CC1(CCN(CC1)C=1C=C2[C@H](CN(CC2=CC1)C1=C2C(=NC(=C1)C)N(N=C2)C)C)O